1-methyl-2-oxo-4-{(4R)-4-[4-(trifluoromethoxy)phenoxy]azepan-1-yl}-1,2-dihydroquinoline-3-carbonitrile CN1C(C(=C(C2=CC=CC=C12)N1CC[C@@H](CCC1)OC1=CC=C(C=C1)OC(F)(F)F)C#N)=O